methyl (E)-3-(3-(benzyloxy)phenyl)acrylate C(C1=CC=CC=C1)OC=1C=C(C=CC1)/C=C/C(=O)OC